N-(2-((1r,3r,5r,7r)-adamantan-2-ylamino)ethyl)-5-(4-chloro-phenyl)-1-(6-methoxy-5-(trifluoromethyl)pyridin-3-yl)-4-methyl-1H-pyrazole-3-carboxamide C12C(C3CC(CC(C1)C3)C2)NCCNC(=O)C2=NN(C(=C2C)C2=CC=C(C=C2)Cl)C=2C=NC(=C(C2)C(F)(F)F)OC